CCCCCCC\C=C\C\C=C\CCCCC (8E,11E)-heptadecan-8,11-diene